Cl.NCCCCCCNC(C1=C(C=C(C=C1)NC=1C=2N(C=CN1)C(=CN2)C2=CC=C(C=C2)OC(F)F)C)=O N-(6-aminohexyl)-4-((3-(4-(difluoromethoxy)phenyl)imidazo[1,2-a]pyrazin-8-yl)amino)-2-methylbenzamide hydrochloride